COC=1C=C(C=CC1OC)C1=CC(=CC=C1)[C@H](CC(=O)OCC)NC(=O)NC=1C(N(C=C(C1O)C)C)=O ethyl (S)-3-(3',4'-dimethoxybiphenyl-3-yl)-3-(3-(4-hydroxy-1,5-dimethyl-2-oxo-1,2-dihydro pyridin-3-yl)ureido)propanoate